ClC1=NC=C(C(=N1)NC1=CC(=CC=C1)NC(=O)OC(C)(C)C)C 2-Chloro-5-methyl-N4-[3-(1,1-dimethylethyloxycarbonylamino)phenyl]pyrimidine-4-amine